ethyl-2,7-dihydroxynaphthalene C(C)C1=C(C=CC2=CC=C(C=C12)O)O